C(N)(=O)C=1C=C(C=CC1)CNC(=O)C=1C(=NN(C1)CC1=CC=C(C=C1)CN1C(C=CC=C1)=O)C1CC1 N-[(3-carbamoylphenyl)methyl]-3-cyclopropyl-1-({4-[(2-oxopyridin-1-yl)methyl]phenyl}methyl)pyrazole-4-carboxamide